N,N-dimethyl-[2-(2-methylprop-2-enoyloxy)ethyl]ammonium C[NH+](C)CCOC(C(=C)C)=O